1-(4-(2,4-dioxotetrahydropyrimidin-1(2H)-yl)-2-fluorophenyl)piperidine-4-carbaldehyde O=C1N(CCC(N1)=O)C1=CC(=C(C=C1)N1CCC(CC1)C=O)F